1-methyl-4-((4-methoxypyridin-2-yl)amino)-7-chloro-N-(4-methoxyphenylsulphonyl)-indole-2-carboxamide CN1C(=CC2=C(C=CC(=C12)Cl)NC1=NC=CC(=C1)OC)C(=O)NS(=O)(=O)C1=CC=C(C=C1)OC